2-amino-5-chloro-1-(5-hydroxy-2-methyl-phenyl)pyrrolo[3,2-b]pyridine-3-carbonitrile NC1=C(C2=NC(=CC=C2N1C1=C(C=CC(=C1)O)C)Cl)C#N